4,4-Dimethyl-2,6-dioxahex-1-ylethylene CC(COCC=C)(CO)C